8-fluoro-1,1-dioxido-2',3',5',6'-tetrahydrospiro[benzo[b][1,4,5]oxathiazepine-4,4'-pyran] FC1=CC2=C(OC3(CCOCC3)C=NS2(=O)=O)C=C1